2-(4-fluorophenyl)-N-{4-[7-methoxy-3-(pyridin-2-yl)-1H-pyrrolo[3,2-b]pyridin-2-yl]pyridin-2-yl}acetamide FC1=CC=C(C=C1)CC(=O)NC1=NC=CC(=C1)C1=C(C2=NC=CC(=C2N1)OC)C1=NC=CC=C1